b-carbolin C1=NC=CC=2C3=CC=CC=C3NC12